ClC=1C=C2C3=C(N(C2=C(C1)C1=CC=C(C=O)C=C1)CC)C(=NC=C3)C 4-(6-chloro-9-ethyl-1-methyl-9H-pyrido[3,4-b]indol-8-yl)benzaldehyde